C(C)OCC(=O)N1CCC(=CC1)B1OC(C(O1)(C)C)(C)C ethoxy-1-[4-(tetramethyl-1,3,2-dioxaborolan-2-yl)-1,2,3,6-tetrahydropyridin-1-yl]ethan-1-one